N-acetylpropyl-(levulinoyl)mannosamine C(C)(=O)CCCN[C@@H]1C(O)(O[C@@H]([C@H]([C@@H]1O)O)CO)C(CCC(=O)C)=O